1,2,2,6,6-pentamethylpiperidine-4-amine CN1C(CC(CC1(C)C)N)(C)C